6-Methyl-3-(4-(8-oxa-2-azaspiro[4.5]dec-2-ylmethyl)phenyl)-1H-pyrrolo[2,3-c]pyridin-7(6H)-one CN1C(C2=C(C=C1)C(=CN2)C2=CC=C(C=C2)CN2CC1(CC2)CCOCC1)=O